1-Octyl-4-Methylpiperidinium cyanid [C-]#N.C(CCCCCCC)[NH+]1CCC(CC1)C